C(CCCCCCCCCCCCCCC)(=O)NCCN(CC)CC palmitoylaminoethyl-diethyl-amine